N-(1-(3-methoxyphenyl)-3-methyl-1H-pyrazolo[3,4-b]pyridin-5-yl)acrylamide COC=1C=C(C=CC1)N1N=C(C=2C1=NC=C(C2)NC(C=C)=O)C